C(C)[C@]1(C(NCC1)=O)C=1OC(=NN1)C=1C(=NC=CC1)NC1=CC=C(C=C1)S(F)(F)(F)(F)F (3R)-3-ethyl-3-[5-[2-[4-(pentafluoro-λ6-sulfanyl)anilino]-3-pyridyl]-1,3,4-oxadiazol-2-yl]pyrrolidin-2-one